2-[6-[5-(Difluoromethyl)-2-thienyl]pyrazolo[4,3-b]pyridin-1-yl]-1-(3-fluoroazetidin-1-yl)ethanone FC(C1=CC=C(S1)C=1C=C2C(=NC1)C=NN2CC(=O)N2CC(C2)F)F